OC[C@H]1N(C[C@@H]([C@H]([C@@H]1O)O)O)CCC1=CC=CC=C1 (2r,3r,4r,5s)-2-(hydroxymethyl)-1-phenethyl-piperidine-3,4,5-triol